C(C)C1(OC=2C=C(C=C(C2CC1)O)C(C)C)CC 2,2-Diethyl-7-propan-2-yl-3,4-dihydrochromen-5-ol